γ-acryloxypropylmethyldipropoxysilane C(C=C)(=O)OCCC[Si](OCCC)(OCCC)C